C1(CC1)C1=C(C(=NO1)C1=C(C=CC=C1Cl)Cl)[C@H]1OC2(CO1)CCN(CC2)C=2SC1=C(N2)C(=CC(=C1)C(=O)OCC)F |r| (±)-ethyl 2-(2-(5-cyclopropyl-3-(2,6-dichlorophenyl)isoxazol-4-yl)-1,3-dioxa-8-azaspiro[4.5]decan-8-yl)-4-fluorobenzo[d]thiazole-6-carboxylate